octadeca-9,12-diene CCCCCCCCC=CCC=CCCCCC